4-chloro-6-oxo-1,6-dihydropyridine-3-carboxylic acid ethyl ester C(C)OC(=O)C1=CNC(C=C1Cl)=O